C(C)OC1=C(C=CC(=C1F)F)[C@H]1[C@@H](O[C@@]([C@@H]1C)(C(F)(F)F)C)C(=O)NC1=CC(=NC=C1)C(=O)N 4-((2R,3S,4R,5S)-3-(2-ethoxy-3,4-difluorophenyl)-4,5-dimethyl-5-(trifluoromethyl)tetrahydrofuran-2-carboxamido)picolinamide